NC1=NC(=C(C=2N1C(N(N2)CC2=C(C=CC=C2)OCC2CC2)=O)C2=CC(=NC(=C2)C)C)C2=CC=CC=C2 5-amino-2-[[2-(cyclopropylmethoxy)phenyl]methyl]-8-(2,6-dimethyl-4-pyridinyl)-7-phenyl-[1,2,4]triazolo[4,3-c]pyrimidin-3-one